N-(4-bromo-3-fluoro-5-methoxy-2-nitrophenyl)-N-methylacetamide BrC1=C(C(=C(C=C1OC)N(C(C)=O)C)[N+](=O)[O-])F